FC(C(C(C(C(C(C(C(C(O)(F)F)(F)F)(F)F)(F)F)(F)F)(F)F)(F)F)(F)F)(O)F perfluorononane-1,9-diol